5,6,7,8-Tetrahydro-6-(2-propen-1-yl)-4H-thiazolo[4,5-d]azepin-2-amine C(C=C)N1CCC2=C(CC1)SC(=N2)N